C[C@@H]1O[C@@H](CN(C1)C1=CC=CC(=N1)C1=NC2=CC(=NC=C2C=C1)CNC(C1=CC(=CC=C1)C(C)O)=O)C N-((2-(6-((cis)-2,6-dimethylmorpholino)pyridin-2-yl)-1,6-naphthyridin-7-yl)methyl)-3-(1-hydroxyethyl)benzamide